P(=O)(OC1=C(C=CC=C1)C1CCCCC1)(OC1=C(C=CC=C1)C1CCCCC1)OC1=C(C=CC=C1)C1CCCCC1 tri(2-cyclohexylphenyl) phosphate